2-(1-(3-chloro-5-methoxyphenyl)-1H-pyrazol-4-yl)-N-(5-cyclopropyl-1H-pyrazol-3-yl)propanamide phenyl-(6-(1-methylcyclopropyl)pyridin-3-yl)carbamate C1(=CC=CC=C1)N(C(O)=O)C=1C=NC(=CC1)C1(CC1)C.ClC=1C=C(C=C(C1)OC)N1N=CC(=C1)C(C(=O)NC1=NNC(=C1)C1CC1)C